FC1=NC(=C2N=CN(C2=N1)C1OCC1)NCC1=CC(=CC=C1)C(F)(F)F 2-fluoro-6-{[3-(trifluoromethyl)benzyl]amino}-9-(oxetan-2-yl)-9H-purine